2-Methoxy-4-((4-(trifluoromethyl)benzyl)oxy)-1-((trifluoromethyl)sulfinyl)benzene COC1=C(C=CC(=C1)OCC1=CC=C(C=C1)C(F)(F)F)S(=O)C(F)(F)F